FC=1C=C2C=NN(C2=CC1C=1C=2C(=NN(C2C=CC1)CC(NCC(NCC(=O)OC)=O)=O)C1CCN(CC1)C(CCC(=O)OC(C)(C)C)=O)C tert-butyl 4-(4-{5'-fluoro-1-[({[(2-methoxy-2-oxoethyl)carbamoyl]methyl}carbamoyl)methyl]-1'-methyl-[4,6'-biindazol]-3-yl}piperidin-1-yl)-4-oxobutanoate